N,N-dimethyl-N,N-di(stearoyloxyethyl)ammonium C[N+](CCOC(CCCCCCCCCCCCCCCCC)=O)(CCOC(CCCCCCCCCCCCCCCCC)=O)C